C1(CC1)C=1C(=NON1)C(=O)N[C@@H](C1CCC(CC1)(F)F)C=1N=C2N(C=CC(=N2)[C@H](NC(CC2CC(C2)(F)F)=O)C2CC2)C1 4-Cyclopropyl-N-((S)-(7-((R)-cyclopropyl(2-(3,3-difluorocyclobutyl)acetamido)methyl)imidazo[1,2-a]pyrimidin-2-yl)(4,4-difluorocyclohexyl)methyl)-1,2,5-oxadiazole-3-carboxamide